FC(OC=1C=NC(=NC1)NC1CCN(CC1)S(=O)(=O)C=1C=C(CN2CCC(CC2)C2=CC=CC=3N(C(N(C32)C)=O)C3C(NC(CC3)=O)=O)C=CC1)F 3-(4-(1-(3-((4-((5-(difluoromethoxy)-pyrimidin-2-yl)amino)piperidin-1-yl)sulfonyl)benzyl)piperidin-4-yl)-3-methyl-2-oxo-2,3-dihydro-1H-benzo[d]imidazol-1-yl)piperidine-2,6-dione